CN1C(C(=C(C2=CC(=C(C=C12)O[C@H]1COCC1)C)N1CCC(CC1)C=1OC2=C(N1)C=C(C=C2)C)C#N)=O |r| (rac)-1,6-dimethyl-4-[4-(5-methyl-1,3-benzoxazol-2-yl)piperidin-1-yl]-2-oxo-7-[oxolan-3-yloxy]-1,2-dihydroquinoline-3-carbonitrile